CN([C@H]1CC[C@@]2(CCCO2)C[C@@H]1N3CCCC3)C(=O)CC4=CC=CC=C4 The molecule is a monocarboxylic acid amide obtained by formal condensation between the carboxy group of phenylacetic acid and the secodary amino group of (5R,7S,8S)-N-methyl-7-(pyrrolidin-1-yl)-1-oxaspiro[4.5]decan-8-amine. It has a role as a kappa-opioid receptor agonist, an anti-inflammatory agent and a diuretic. It is an oxaspiro compound, a N-alkylpyrrolidine, an organic heterobicyclic compound and a monocarboxylic acid amide.